N-(2-((2-((3-(2,4-dioxotetrahydropyrimidin-1(2H)-yl)benzyl)(methyl)amino)ethyl)(methyl)amino)-4-methoxy-5-((4-(1-methyl-1H-indol-3-yl)pyrimidin-2-yl)amino)phenyl)acrylamide O=C1N(CCC(N1)=O)C=1C=C(CN(CCN(C2=C(C=C(C(=C2)OC)NC2=NC=CC(=N2)C2=CN(C3=CC=CC=C23)C)NC(C=C)=O)C)C)C=CC1